N-(2-(7-methoxynaphthalen-1-yl)ethyl)propan-2-amine COC1=CC=C2C=CC=C(C2=C1)CCNC(C)C